2-(morpholin-3-yl)-acetic acid ethyl ester C(C)OC(CC1NCCOC1)=O